2-((5-chloro-2-((4-(piperazine-1-carbonyl)phenyl)amino)pyrimidin-4-yl)amino)-6-((2-fluorobenzyl)oxy)benzonitrile ClC=1C(=NC(=NC1)NC1=CC=C(C=C1)C(=O)N1CCNCC1)NC1=C(C#N)C(=CC=C1)OCC1=C(C=CC=C1)F